4,6-di-tert-butyl-3-methoxy-2-bromopyridine C(C)(C)(C)C1=C(C(=NC(=C1)C(C)(C)C)Br)OC